C(C1=CC=CC=C1)OC(=O)NC(N[C@](C(=O)OC(C)C)(CC(C)(C)C)C1=CC=C(C=C1)C1=NC=CC=N1)=S isopropyl (R)-2-(3-((benzyloxy)carbonyl)thioureido)-4,4-dimethyl-2-(4-(pyrimidin-2-yl)phenyl)pentanoate